CC=1C(=CC=2N(N1)C(=CN2)C2=CC=NC1=CC(=CC=C21)C2=CC=NC=C2)C=2C=NN(C2)C2CCC(CC2)O 4-(4-(6-Methyl-3-(7-(pyridin-4-yl)quinolin-4-yl)imidazo[1,2-b]pyridazin-7-yl)-1H-pyrazol-1-yl)cyclohexan-1-ol